OCC1OC1 2-(hydroxymethyl)oxirane